BrC=1C=CC(=NC1)[C@H]1N([C@@H](CC2=CC=C(C(=C12)O)O)C)CC(CO[Si](C1=CC=CC=C1)(C1=CC=CC=C1)C(C)(C)C)(F)F (1S,3R)-1-(5-bromopyridin-2-yl)-2-(3-((tert-butyldiphenylsilyl)oxy)-2,2-difluoropropyl)-3-methyl-1,2,3,4-tetrahydroisoquinoline-7,8-diol